ClC1=NC=C(C(=N1)N(C1=C(C=CC=C1)N(S(=O)(=O)C)C)C)Cl N-(2-((2,5-dichloropyrimidin-4-yl)(methyl)amino)phenyl)-N-methyl-methanesulfonamide